α,4-dibromoacetophenone C1=CC(=CC=C1C(=O)CBr)Br